COC1CN(C1)C(CC=1C=C2CCC(NC2=CC1)C1=CC=CC=C1)=O 1-(3-Methoxyazetidin-1-yl)-2-mono(2-phenyl-1,2,3,4-tetrahydroquinolin-6-yl)ethan-1-one